N-[3-[(3-amino-2,6-dichlorobenzoyl)amino]-2,6-difluorophenyl]-N-t-butoxycarbonyl-carbamic acid tert-butyl ester C(C)(C)(C)OC(N(C(=O)OC(C)(C)C)C1=C(C(=CC=C1F)NC(C1=C(C(=CC=C1Cl)N)Cl)=O)F)=O